ethyl (1R,2R)-2-((benzyloxy)methyl)cyclopropane-1-carboxylate C(C1=CC=CC=C1)OC[C@H]1[C@@H](C1)C(=O)OCC